NC1=NC=C(C(=N1)C(F)F)C1=NC(=NC(=N1)N1CCOCC1)N1CCN(CC1)CC1CCN(CC1)C(CCCC(\C=C\C)=O)=O (E)-1-(4-((4-(4-(2-amino-4-(difluoromethyl)pyrimidin-5-yl)-6-morpholino-1,3,5-triazin-2-yl)piperazin-1-yl)methyl)piperidin-1-yl)oct-6-ene-1,5-dione